L-glutamic acid-di-t-butyl ester C(C)(C)(C)OC([C@@H](N)CCC(=O)OC(C)(C)C)=O